N(=C=O)CC12CC(C(CC1)C2)CCCN=C=O isocyanatomethyl-3-(3-isocyanatopropyl)-bicyclo[2.2.1]heptane